tert-butyl 4-[3-[(2,6-dibenzyloxy-3-pyridyl)-methyl-amino]phenyl]-3,3-difluoro-piperidine-1-carboxylate C(C1=CC=CC=C1)OC1=NC(=CC=C1N(C=1C=C(C=CC1)C1C(CN(CC1)C(=O)OC(C)(C)C)(F)F)C)OCC1=CC=CC=C1